NC1=CC(=NC=C1)C1=CC=C2C=NC(=NC2=C1)NC(OC(C)(C)C)=O tert-butyl N-[7-(4-amino-2-pyridyl) quinazolin-2-yl]carbamate